CS(=O)(=O)O.N1CCC(CC1)=O 4-piperidone methanesulfonate salt